FC1=CC=C(C=C1)C1=C(CCC(C1)(C)C)C(=O)N1[C@H]2CN([C@@H](C1)C2)CC=2C=C1CN(C(C1=CC2)=O)C2C(NC(CC2)=O)=O 3-(5-(((1r,4r)-5-(4'-fluoro-5,5-dimethyl-3,4,5,6-tetrahydro-[1,1'-biphenyl]-2-carbonyl)-2,5-diazabicyclo[2.2.1]heptan-2-yl)methyl)-1-oxoisoindolin-2-yl)piperidine-2,6-dione